C(C)NC(=O)C1C(CCC(C1)C)C(C)C N-ethyl-2-isopropyl-5-Methyl-cyclohexanecarboxamide